CC(C)=CCC[C@@H](C)[C@H]1CC[C@H]2[C@@H]3CC=C4C[C@H](CC[C@]4(C)[C@H]3CC[C@]12C)O cholesta-5,24-diene-3β-ol